2-(difluoromethoxy)-5-(imidazo[1,2-a]pyridin-8-ylmethoxy)isonicotinaldehyde FC(OC=1C=C(C=O)C(=CN1)OCC=1C=2N(C=CC1)C=CN2)F